COC1=CC(=CC(=C1)C(C)(/C(=C\CCCC)/C(F)(F)F)C)OC E-1,3-dimethoxy-5-(2-methyl-3-(trifluoromethyl)oct-3-en-2-yl)benzene